(5-(4-((4-(1H-pyrazol-4-yl)phenyl)amino)pyrimidin-2-yl)isoindolin-2-yl)(1-(oxetan-3-yl)piperidin-4-yl)methanone N1N=CC(=C1)C1=CC=C(C=C1)NC1=NC(=NC=C1)C=1C=C2CN(CC2=CC1)C(=O)C1CCN(CC1)C1COC1